1-tetradecanoyl-2-tetracosanoyl-sn-glycero-3-phosphocholine C(CCCCCCCCCCCCC)(=O)OC[C@@H](OC(CCCCCCCCCCCCCCCCCCCCCCC)=O)COP(=O)([O-])OCC[N+](C)(C)C